5-(8-dimethylamino-2-oxo-8-phenyl-1,3-diazaspiro[4.5]decan-3-yl)-4-methyl-pyridine-2-carbonitrile CN(C1(CCC2(CN(C(N2)=O)C=2C(=CC(=NC2)C#N)C)CC1)C1=CC=CC=C1)C